(2S,4R)-N-((1H-pyrrolo[3,2-c]pyridin-2-yl)methyl)-4-(difluoromethoxy)-1-((3-(2-fluoro-4-methylbenzyl)benzoyl)glycyl)pyrrolidine-2-carboxamide N1C(=CC=2C=NC=CC21)CNC(=O)[C@H]2N(C[C@@H](C2)OC(F)F)C(CNC(C2=CC(=CC=C2)CC2=C(C=C(C=C2)C)F)=O)=O